C1(O)=C(C(O)=CC=C1)CCCC(C=O)=O resorcinolpentanedial